1-[(1-hydroxy-cyclobutyl)-methyl]-8-methylamino-8-phenyl-3-[2-(trifluoromethyl)-pyrimidin-5-yl]-1,3-diazaspiro[4.5]decan-2-one OC1(CCC1)CN1C(N(CC12CCC(CC2)(C2=CC=CC=C2)NC)C=2C=NC(=NC2)C(F)(F)F)=O